C1(=CC=CC=C1)P(=O)(C1=CC=CC=C1)N=[N+]=[N-] Diphenyl-phosphoryl azid